Methyl-1-benzyl-6-formyl-7-(naphthalen-1-ylmethyl)-5-oxo-8-(3-(trifluoromethyl)phenyl)-1,2,3,5-tetrahydroimidazo[1,2-a]pyridine-3-carboxylate COC(=O)C1CN(C=2N1C(C(=C(C2C2=CC(=CC=C2)C(F)(F)F)CC2=CC=CC1=CC=CC=C21)C=O)=O)CC2=CC=CC=C2